3-(6-nitropyridin-3-yl)-3,6-diazabicyclo[3.1.1]heptane-6-carboxylic acid tert-butyl ester C(C)(C)(C)OC(=O)N1C2CN(CC1C2)C=2C=NC(=CC2)[N+](=O)[O-]